FC=1C=C(CC2=NOC(=N2)NC([C@H](C)N2C[C@@H](C(CC2)(F)F)C2=CC=[N+](C=C2)[O-])=O)C=C(C1)F 4-((S)-1-((S)-1-((3-(3,5-difluorobenzyl)-1,2,4-oxadiazol-5-yl)amino)-1-oxopropan-2-yl)-4,4-difluoropiperidin-3-yl)pyridine 1-oxide